ethyl 2-[2-[2-[[2-(2,6-dioxo-3-piperidyl)-1,3-dioxo-isoindolin-4-yl]amino]ethoxy]ethoxy]acetate O=C1NC(CCC1N1C(C2=CC=CC(=C2C1=O)NCCOCCOCC(=O)OCC)=O)=O